CN1C2=C(C=3C=CC(=CC13)C#CC1CCN(CC1)C(=O)OCCCC)C=NC=C2 butyl 4-[2-(5-methylpyrido[4,3-b]indol-7-yl)ethynyl]piperidine-1-carboxylate